(S)-2-((4-(6-((4-chlorobenzoFuran-7-yl)methoxy)pyridin-2-yl)piperidin-1-yl)methyl)-3-(oxetan-2-ylmethyl)-3H-imidazo[4,5-b]Pyridine-5-carboxylic acid ClC1=CC=C(C2=C1C=CO2)COC2=CC=CC(=N2)C2CCN(CC2)CC2=NC=1C(=NC(=CC1)C(=O)O)N2C[C@H]2OCC2